(R)-N-(3-(1-((2-amino-5-chloropyridin-3-yl)oxy)ethyl)phenyl)isoquinoline-6-carboxamide NC1=NC=C(C=C1O[C@H](C)C=1C=C(C=CC1)NC(=O)C=1C=C2C=CN=CC2=CC1)Cl